(3,6-dihydro-2H-pyran-4-yl)-5-(4,4,5,5-tetramethyl-1,3,2-dioxaborolan-2-yl)pyrimidine O1CCC(=CC1)C1=NC=C(C=N1)B1OC(C(O1)(C)C)(C)C